NCCN(CCC(=O)O)CC(=O)O N-(2-aminoethyl)-N-(carboxymethyl)-beta-alanine